5-chloro-N-(3-cyclopropyl-5-(((3r,5s)-3,5-dimethylpiperazin-1-yl)methyl)-phenyl)-4-(5-methoxy-6-methyl-1H-indol-3-yl)pyrimidin-2-amine ClC=1C(=NC(=NC1)NC1=CC(=CC(=C1)CN1C[C@H](N[C@H](C1)C)C)C1CC1)C1=CNC2=CC(=C(C=C12)OC)C